tri(t-butylphenyl) phosphite P(OC1=C(C=CC=C1)C(C)(C)C)(OC1=C(C=CC=C1)C(C)(C)C)OC1=C(C=CC=C1)C(C)(C)C